5-cyclopropyl-1-methyl-1H-imidazole C1(CC1)C1=CN=CN1C